Phenyl-bis(4-fluorophenyl)sulfonium tetrakis(pentafluorophenyl)borate FC1=C(C(=C(C(=C1[B-](C1=C(C(=C(C(=C1F)F)F)F)F)(C1=C(C(=C(C(=C1F)F)F)F)F)C1=C(C(=C(C(=C1F)F)F)F)F)F)F)F)F.C1(=CC=CC=C1)[S+](C1=CC=C(C=C1)F)C1=CC=C(C=C1)F